ClC1=C2C=NN(C2=CC(=C1C1(CC1)O)F)C1OCCCC1 1-(4-chloro-6-fluoro-1-(tetrahydro-2H-pyran-2-yl)-1H-indazol-5-yl)cyclopropan-1-ol